tert-Butyl 2-(2-bromo-3-fluorobenzoyl)hydrazine-1-carboxylate BrC1=C(C(=O)NNC(=O)OC(C)(C)C)C=CC=C1F